CC1CN=C(CC1)C=1C=C(C=CC1)S(=O)(=O)N 3-(3-methyl-2,3,4,5-tetrahydropyridin-6-yl)benzenesulfonamide